N-(1-(4-(cyclopropanesulphonylamino)pyridin-2-yl)-3-((S)-3-fluoropyrrolidin-1-yl)propyl)-5-(6-ethoxypyrazin-2-yl)thiazole-2-carboxamide C1(CC1)S(=O)(=O)NC1=CC(=NC=C1)C(CCN1C[C@H](CC1)F)NC(=O)C=1SC(=CN1)C1=NC(=CN=C1)OCC